(4-amino-5-bromo-7-methyl-7H-pyrrolo[2,3-d]pyrimidin-6-yl)-8-fluoro-3-azaspiro[5.5]undec-8-ene-3-carboxylic acid tert-butyl ester C(C)(C)(C)OC(=O)N1CC(C2(CC1)CC(=CCC2)F)C2=C(C1=C(N=CN=C1N)N2C)Br